CC(C)(C)C1=CC=C(C=C1)NC1=CC=C(C=C1)C1=CC=CC=C1 N-[4-(1,1-Di-methylethyl)phenyl][1,1'-biphenyl]-4-amine